3-({[6-(3,3,3-trifluoropropoxy)-1,2,3,4-tetrahydronaphthalen-1-yl]methyl}amino)pyridazine-4-carboxylic acid FC(CCOC=1C=C2CCCC(C2=CC1)CNC=1N=NC=CC1C(=O)O)(F)F